N-[1-(cyclobutylmethyl)-1H-pyrazol-4-yl]-6-(1-methyl-1H-pyrazol-4-yl)pyridine C1(CCC1)CN1N=CC(=C1)N1CC=CC=C1C=1C=NN(C1)C